N-(3-(4-(pyrrolidin-1-yl)piperidin-1-yl)propyl)-5-(4-(pyrrolidin-1-ylmethyl)phenyl)thieno[3,2-b]pyridin-7-amine N1(CCCC1)C1CCN(CC1)CCCNC1=C2C(=NC(=C1)C1=CC=C(C=C1)CN1CCCC1)C=CS2